CC1OCC2(C1NCC=1C=C3CN(C(C3=CC1)=O)C1C(NC(CC1)=O)=O)CCNCC2 3-(5-(((3-methyl-2-oxa-8-azaspiro[4.5]decan-4-yl)amino)methyl)-1-oxoisoindolin-2-yl)piperidine-2,6-dione